4-[6-chloro-5-(2,3-dichlorobenzoyl)pyrazin-2-yl]piperazine-1-carboxylic acid tert-butyl ester C(C)(C)(C)OC(=O)N1CCN(CC1)C1=NC(=C(N=C1)C(C1=C(C(=CC=C1)Cl)Cl)=O)Cl